NC1=C(C(=O)NC(C)C)C=C(C=N1)C1=C(C=C(C=C1)NC(CC1=CC(=CC(=C1)F)F)=O)C 2-amino-5-(4-(2-(3,5-difluorophenyl)acetamido)-2-methylphenyl)-N-isopropylnicotinamide